N-(5-(2,6-Difluoro-4-methoxyphenyl)-2-(6-(1-(2-hydroxyethyl)piperidin-4-yl)-4-methoxypyridin-2-yl)-1-methyl-3-oxo-2,3-dihydro-1H-pyrazol-4-yl)-4-(difluoromethoxy)benzamide FC1=C(C(=CC(=C1)OC)F)C1=C(C(N(N1C)C1=NC(=CC(=C1)OC)C1CCN(CC1)CCO)=O)NC(C1=CC=C(C=C1)OC(F)F)=O